C(C)(C)(C)OC(=O)NCC=1C=C(C=CC1)C1=CC(=C(C=2C=COC21)C=2C=NN(C2)C)COC2=C(C=CC=C2)CC(=O)OC(C)(C)C tert-butyl 2-(2-((7-(3-(((tert-butoxycarbonyl)amino)methyl)phenyl)-4-(1-methyl-1H-pyrazol-4-yl)benzofuran-5-yl)methoxy)phenyl)acetate